CC1=NC(=CC(=N1)O)O 2-methylpyrimidine-4,6-diol